piperidin-1-yl(5-(2-(3,3,3-trifluoropropyl)-7H-pyrrolo[2,3-d]pyrimidin-5-yl)pyrazolo[1,5-a]pyridin-3-yl)methanone N1(CCCCC1)C(=O)C=1C=NN2C1C=C(C=C2)C2=CNC=1N=C(N=CC12)CCC(F)(F)F